2-(2-(4-((6-(ethoxymethyl)-9,9-dimethyl-9,10-dihydroacridin-2-yl)methyl)piperazin-1-yl)ethoxy)-N-(2-hydroxyethyl)acetamide C(C)OCC=1C=C2NC=3C=CC(=CC3C(C2=CC1)(C)C)CN1CCN(CC1)CCOCC(=O)NCCO